(R)-2-amino-3-(methylthio)propan-1-ol N[C@H](CO)CSC